CC1=CC=C(C=C1)S(=O)(=O)OCCOCCOCCOCCOCCOCCOCCOCCOCCN(C)C(=O)OC(C)(C)C 2-[2-[2-[2-[2-[2-[2-[2-[2-[tert-butoxycarbonyl(methyl)amino]ethoxy]ethoxy]ethoxy]ethoxy]ethoxy]ethoxy] ethoxy]ethoxy]ethyl 4-methylbenzenesulfonate